(S)-4-(3-(1-(5-fluoro-3-methylbenzofuran-2-yl)-2-methylpropyl) ureido)thiophene-2-carboxylate FC=1C=CC2=C(C(=C(O2)[C@H](C(C)C)NC(NC=2C=C(SC2)C(=O)[O-])=O)C)C1